FC1CN(CCC1NC1=CC=CC2=C1SC(=C2CC(F)(F)F)C#CCNC=2C=CC(=NC2OC)C(=O)N)C 5-((3-(7-(((Z)-3-fluoro-1-methylpiperidin-4-yl)amino)-3-(2,2,2-trifluoroethyl)benzo[b]thiophen-2-yl)prop-2-yn-1-yl)amino)-6-methoxypicolinamide